2-[(2H-benzotriazol-2-yl)acetyl]-8,8-dimethyl-7-oxo-2-azaspiro[3.5]non-5-ene-6-carbonitrile N=1N(N=C2C1C=CC=C2)CC(=O)N2CC1(C2)C=C(C(C(C1)(C)C)=O)C#N